ClC1=NC(=NC=C1C(=O)OCC)C1CC1 ethyl 4-chloro-2-cyclopropylpyrimidine-5-carboxylate